4-(4-aminopyrrolo[2,1-f][1,2,4]triazin-7-yl)cyclohex-3-en-1-carbonitrile NC1=NC=NN2C1=CC=C2C2=CCC(CC2)C#N